C(C)(C)(C)OC(=O)N1C(CCC1)CN 1-tert-butoxycarbonyl-2-(aminomethyl)pyrrolidine